The molecule is an amino oligosaccharide that is an undecasaccharide derivative in which two alpha-D-galactosyl-(1->3)-beta-D-galactosyl-(1->3)-N-acetyl-beta-D-glucosaminyl-(1->2)-alpha-D-mannosyl tetrasaccharide chains are linked (1->3) and (1->6) to the mannose residue of a beta-D-mannosyl-(1->4)-N-acetyl-beta-D-glucosaminyl-(1->4)-N-acetyl-D-glucosamine trisaccharide. It is an amino oligosaccharide and a glucosamine oligosaccharide. CC(=O)N[C@@H]1[C@H]([C@@H]([C@H](O[C@H]1O[C@@H]2[C@H](OC([C@@H]([C@H]2O)NC(=O)C)O)CO)CO)O[C@H]3[C@H]([C@H]([C@@H]([C@H](O3)CO[C@@H]4[C@H]([C@H]([C@@H]([C@H](O4)CO)O)O)O[C@H]5[C@@H]([C@H]([C@@H]([C@H](O5)CO)O)O[C@H]6[C@@H]([C@H]([C@H]([C@H](O6)CO)O)O[C@@H]7[C@@H]([C@H]([C@H]([C@H](O7)CO)O)O)O)O)NC(=O)C)O)O[C@@H]8[C@H]([C@H]([C@@H]([C@H](O8)CO)O)O)O[C@H]9[C@@H]([C@H]([C@@H]([C@H](O9)CO)O)O[C@H]1[C@@H]([C@H]([C@H]([C@H](O1)CO)O)O[C@@H]1[C@@H]([C@H]([C@H]([C@H](O1)CO)O)O)O)O)NC(=O)C)O)O